C(C)(C)(C)C1=CC=C(C=C1)C=1C=C(C=O)C=CN1 2-(4-(tert-butyl)phenyl)isonicotinaldehyde